3-ethyl-2,4-hexanedione C(C)C(C(C)=O)C(CC)=O